C/C=C(\\C)/C1=C(C(=C(C(=O)O1)C)O)C The molecule is a member of the class of nectriapyrones that is 2H-pyran-2-one which is substituted at positions 3, 4, 5 and 6 by methyl, hydroxy, methyl and but-2-en-2-yl groups, respectively. It is a secondary metabolite produced by Aspergillus fumigatus and inhibits germination of spores of the inducing Streptomyces rapamycinicus. It has a role as an Aspergillus metabolite. It is an organic hydroxy compound and a member of nectriapyrones.